1,3-dimethyl-imidazole iodide [I-].CN1CN(C=C1)C